C(C=C)(=O)NCCSSCCNC(C=C)=O N,N'-diacryloylcystamine